FC1=CC=CC(=N1)NS(=O)(=O)N1N=CC2=CC=CC=C12 N-(6-fluoropyridin-2-yl)-1H-indazole-1-sulfonamide